2-[3-(3-Fluoro-4-phenylmethoxy-phenyl)-1H-pyrazol-4-yl]-1-methyl-2,3-dihydroquinazolin-4-one FC=1C=C(C=CC1OCC1=CC=CC=C1)C1=NNC=C1C1N(C2=CC=CC=C2C(N1)=O)C